2-(4,4-dimethyl-1,4-azasilinan-1-yl)-4-((2-hydroxyethyl)sulfonamido)-N-(6-methyl-1-(2-methyltetrahydro-2H-pyran-4-yl)-2-oxo-1,2-dihydropyridin-3-yl)benzamide C[Si]1(CCN(CC1)C1=C(C(=O)NC=2C(N(C(=CC2)C)C2CC(OCC2)C)=O)C=CC(=C1)NS(=O)(=O)CCO)C